ClC1=C(OC2=CC(=C(C=C2)NC(OCC=2C(=C3C(N(CC3=CC2)C2C(NC(CC2)=O)=O)=O)OC)=O)F)C=C(C(=C1)F)F [2-(2,6-dioxopiperidin-3-yl)-4-methoxy-3-oxo-2,3-dihydro-1H-isoindol-5-yl]methyl N-[4-(2-chloro-4,5-difluorophenoxy)-2-fluorophenyl]carbamate